2-(6-ethoxypyridin-3-yl)-N-(4-(1-methyl-4-(trifluoromethyl)-1H-imidazol-2-yl)benzyl)-6,7-dihydro-5H-cyclopenta[d]pyrimidin-4-amine C(C)OC1=CC=C(C=N1)C=1N=C(C2=C(N1)CCC2)NCC2=CC=C(C=C2)C=2N(C=C(N2)C(F)(F)F)C